CC(C/C=C/C(=O)OCC)C=O ethyl (E)-5-methyl-6-oxohex-2-enoate